4-((3-(1-cyclobutyl-3-(trifluoromethyl)-1H-pyrazol-4-yl)imidazo[1,2-a]pyrazin-8-yl)amino)-2-ethyl-N-(2-(2-morpholinoethoxy)ethyl)benzamide C1(CCC1)N1N=C(C(=C1)C1=CN=C2N1C=CN=C2NC2=CC(=C(C(=O)NCCOCCN1CCOCC1)C=C2)CC)C(F)(F)F